lauryldimethylacrylamidopropyl-ammonium tosylate S(=O)(=O)([O-])C1=CC=C(C)C=C1.C(CCCCCCCCCCC)[N+](CCCNC(C=C)=O)(C)C